Ethyl 5-(5-chloro-3-(N-(3,4-diethoxyphenyl)-N-methylsulfamoyl)thiophene-2-carboxamido)-2-methoxybenzoate ClC1=CC(=C(S1)C(=O)NC=1C=CC(=C(C(=O)OCC)C1)OC)S(N(C)C1=CC(=C(C=C1)OCC)OCC)(=O)=O